CN(S(=O)(=O)C1=CC=C(C=C1)S(=O)(=O)NC1=C(C=CC=C1)N1CCC(CC1)C(F)(F)F)C N1,N1-dimethyl-N4-(2-(4-(trifluoromethyl)piperidin-1-yl)phenyl)benzene-1,4-disulfonamide